2H,4H-pyrido[3,4-b]pyrazin-3-one N1C2=C(NC(C1)=O)C=NC=C2